(terphenylyl)(spirobi[fluorene]yl)-indolocarbazole C1(=C(C=CC=C1)C=1C(=C2C(=CC1)N=C1C=CC3=C4C=CC=CC4=NC3=C12)C=1C2(C3=CC4=CC=CC=C4C3=CC1)C=CC=C1C3=CC=CC=C3C=C12)C=1C(=CC=CC1)C1=CC=CC=C1